6-Amino-3-((1s,4s)-4'-chloro-4-(hydroxymethyl)-1',2'-dihydrospiro[cyclohexane-1,3'-pyrrolo[2,3-b]pyridin]-5'-yl)-2-fluoro-N,N-dimethylbenzamide NC1=CC=C(C(=C1C(=O)N(C)C)F)C=1C(=C2C(=NC1)NCC21CCC(CC1)CO)Cl